4-methyl-1-(methylamino)isoquinoline-7-carboxylic acid CC1=CN=C(C2=CC(=CC=C12)C(=O)O)NC